N(=C=O)C1CCC(CC1)CCCCC(CC)N=C=O 1-isocyanato-4-[(4-isocyanatohexyl)methyl]cyclohexane